2-[3-[[2-[4-(2-Amino-[1,2,4]triazolo[1,5-a]pyridin-7-yl)pyrazol-1-yl]acetyl]amino]phenyl]acetamide NC1=NN2C(C=C(C=C2)C=2C=NN(C2)CC(=O)NC=2C=C(C=CC2)CC(=O)N)=N1